O=C1C(CCCCC\C=C\CCCCCCCC1)=O (E)-oxo-cycloheptadec-8-en-2-one